FNCCC1=CC=CC=C1 Fluorophenylethylamine